2-(3,3-Diethoxyprop-1-yn-1-yl)-5-fluorobenzaldehyde C(C)OC(C#CC1=C(C=O)C=C(C=C1)F)OCC